C(C)(C)N(P(OCC1(CCN(CC1)C(CCCCCNC(C(F)(F)F)=O)=O)COC(C1=CC=CC=C1)(C1=CC=C(C=C1)OC)C1=CC=C(C=C1)OC)OCCC#N)C(C)C (4-((bis(4-methoxyphenyl)(phenyl)methoxy)methyl)-1-(6-(2,2,2-trifluoroacetamido)hexanoyl)piperidin-4-yl)methyl (2-cyanoethyl) diisopropylphosphoramidite